N12CC(C(CC1)C2)C=2SC1=C(N2)C=C(C=C1)[C@@H]1NC[C@H](CC1)C 2-(1-azabicyclo[2.2.1]heptan-3-yl)-5-((2R,5S)-5-methylpiperidin-2-yl)benzo[d]thiazole